2-amino-5-{(3R)-1-[(S)-cyclopropyl(1H-imidazol-2-yl)methyl]-5',6'-dihydrospiro[pyrrolidine-3,4'-pyrrolo[1,2-b]pyrazol]-2'-yl}nicotinonitrile NC1=C(C#N)C=C(C=N1)C=1C=C2N(N1)CC[C@]21CN(CC1)[C@H](C=1NC=CN1)C1CC1